(R)-3-(6-chloro-2-(tetrahydro-2H-pyran-4-yl)-1,2,3,4-tetrahydroisoquinolin-8-yl)morpholine-4-carboxylic acid tert-butyl ester C(C)(C)(C)OC(=O)N1[C@@H](COCC1)C=1C=C(C=C2CCN(CC12)C1CCOCC1)Cl